(but-1-yn-1-yl)-N-methyl-N-phenyl-[1,2,4]triazolo[4,3-a]quinazolin-5-amine C(#CCC)C1=NN=C2N1C1=CC=CC=C1C(=N2)N(C2=CC=CC=C2)C